C(C)(C)(C)OC(N(CC1=CC=CC=C1)N1CCC(CC1)=O)=O (4-Oxopiperidin-1-yl)benzyl-carbamic acid tert-butyl ester